[Na].[N+]=1(C(=CC=CC1)S)[O-] pyridine-2-thiol-1-oxide, sodium salt